(S)-1-(4-((4-(1-((2,2-difluoroethyl)amino)-3-(5-hydroxy-6-oxo-1,6-dihydropyrimidin-4-yl)propan-2-yl)-3-fluorophenyl)ethynyl)benzyl)azetidine-3-carbonitrile FC(CNC[C@@H](CC=1N=CNC(C1O)=O)C1=C(C=C(C=C1)C#CC1=CC=C(CN2CC(C2)C#N)C=C1)F)F